COC(CC=1C(=NC=NC1C=1C=NNC1)N)OC 5-(2,2-dimethoxyethyl)-6-(1H-pyrazol-4-yl)pyrimidin-4-amine